3,3a,4,5,6,7-Hexahydro-2H-chromeno[4,5-cd]azepin-5-ium chloride [Cl-].O1CCC2C[NH2+]CCC3=C2C1=CC=C3